ClC1=CC(=C(C=N1)C1(CC1)N)C 1-(6-chloro-4-methylpyridin-3-yl)cyclopropylamine